NN1C2=C(C=C(C1=O)CCCC)N(CC2(C)C)C(CN2[C@H](CN[C@@H](C2)C)CN2[C@@H](COC[C@H]2C)C)=O 4-amino-6-butyl-1-{2-[(2r,5r)-2-{[(3r,5r)-3,5-dimethylmorpholin-4-yl]methyl}-5-methylpiperazin-1-yl]acetyl}-3,3-dimethyl-1h,2h,3h,4h,5h-pyrrolo[3,2-b]pyridin-5-one